C(C)OC(=O)C1=CC2=C(S1)C=CC(=C2)C.ClC2=CC=C(OCC(=O)NC(=O)C13CC(C1)(C3)N3C=NC(=C3)C3(CCC3)OC(F)(F)F)C=C2 2-(4-chlorophenoxy)-N-[3-[4-[3-trans-(trifluoromethoxy)cyclobutyl]imidazol-1-yl]-1-bicyclo[1.1.1]pentanoyl]acetamide ethyl-5-methylbenzo[b]thiophene-2-carboxylate